FC=1C=C(C=CC1N(CC1CCNCC1)C)C1(NNC(=N1)N)N 3-(3-fluoro-4-(N-methylpiperidin-4-yl-N-methylamino)phenyl)-1H-1,2,4-triazole-3,5-diamine